6-bromo-N,N-dimethyl-pyridine-3-carboxamide BrC1=CC=C(C=N1)C(=O)N(C)C